C(CCCCC)OCCCNCCCN1CCOCC1 N-(3-(n-hexoxy)propyl)-3-morpholinopropan-1-amine